CC=1C(C(C(C1)(C)C)C(=O)[O-])=O 3,5,5-Trimethyl-2-oxo-3-cyclopentene-1-carboxylate